CN(S(=O)(=O)C1=CC=CC=C1)[C@H]1COC2(C1)CCN(CC2)C(=O)OC(C)(C)C tert-Butyl (R)-3-(N-methylphenylsulfonamido)-1-oxa-8-azaspiro[4.5]decane-8-carboxylate